1,2,3-Tricapryloyl-glycerin C(CCCCCCC)(=O)OCC(OC(CCCCCCC)=O)COC(CCCCCCC)=O